6,7-dimethoxy-N-(1-methylpiperidin-4-yl)-2-chloroquinazolin-4-amine COC=1C=C2C(=NC(=NC2=CC1OC)Cl)NC1CCN(CC1)C